C(CCCCCCC)P(CCCCCCCC)CCCCCCCC Trioctylphosphin